(R)-3-(o-tolyl)-1,4-oxazepan-5-one C1(=C(C=CC=C1)[C@@H]1COCCC(N1)=O)C